2-[2-(2-cyano-3,3-diphenyl-prop-2-enoyl)oxyethylsulfonyl]ethylammonium 2,2,2-trifluoroacetate FC(C(=O)[O-])(F)F.C(#N)C(C(=O)OCCS(=O)(=O)CC[NH3+])=C(C1=CC=CC=C1)C1=CC=CC=C1